(S,E)-5-(2,3-Bis(tert-butoxycarbonyl)guanidino)-2-((tert-butoxycarbonyl)amino)pentanoic acid C(C)(C)(C)OC(=O)/N=C(\NCCC[C@@H](C(=O)O)NC(=O)OC(C)(C)C)/NC(=O)OC(C)(C)C